BrC=1C=C(C=CC1)[C@@H](C(=O)O)[C@H](C1=CC(=CC=C1)OC)O |r| (±)-(2R,3R)-2-(3-bromophenyl)-3-hydroxy-3-(3-methoxyphenyl)propanoic acid